4-methoxy-N-(quinolin-8-yl)-2-vinyl-benzamide COC1=CC(=C(C(=O)NC=2C=CC=C3C=CC=NC23)C=C1)C=C